(-)-N-Acetyl-L-leucin C(C)(=O)N[C@@H](CC(C)C)C(=O)O